methyl (2S,4S)-1-((4-phenoxybenzoyl)glycyl)-4-(trifluoromethoxy)pyrrolidine-2-carboxylate O(C1=CC=CC=C1)C1=CC=C(C(=O)NCC(=O)N2[C@@H](C[C@@H](C2)OC(F)(F)F)C(=O)OC)C=C1